2-methoxycyclopropane-1-carboxylic acid COC1C(C1)C(=O)O